NC1=C2N=CN(C2=NC(=N1)C#N)C1CCC(CC1)C(=O)NC=1SC=C(N1)C 4-(6-amino-2-cyano-9H-purin-9-yl)-N-(4-methyl-1,3-thiazol-2-yl)cyclohexanecarboxamide